[3-(hydroxymethyl)cyclobutyl]-5-nitro-indazole-6-carboxylic acid methyl ester COC(=O)C1=C(C=C2C(=NNC2=C1)C1CC(C1)CO)[N+](=O)[O-]